BrC=1N=C2C(=NC1)N(C=C2C2=CC(=C(C(=O)N(C)C[C@@H](C)O)C=C2)C)S(=O)(=O)C2=CC=C(C)C=C2 (R)-4-(2-bromo-5-tosyl-5H-pyrrolo[2,3-b]pyrazin-7-yl)-N-(2-hydroxypropyl)-N,2-dimethylbenzamide